FC(C)(F)C1=CC=C2C(=NC(N(C2=C1)C1=CC=CC=2N1C=CN2)=O)NC 7-(1,1-difluoroethyl)-1-(imidazo[1,2-a]pyridin-5-yl)-4-(methylamino)-quinazolin-2(1H)-one